rac-N-(5-Cyclopropyl-1,3,4-thiadiazol-2-yl)-2-(3,5-dicyanophenyl)-2-(3,3-difluorocyclopentyl)acetamide C1(CC1)C1=NN=C(S1)NC(C(C1CC(CC1)(F)F)C1=CC(=CC(=C1)C#N)C#N)=O